N=1C=C(N2N=CC=CC21)NC(=O)C2=CC1=CN(N=C1C=C2OC)C2CCC(CC2)N(C(OC2=CC=C(C=C2)[N+](=O)[O-])=O)C 4-Nitrophenyl ((1r,4r)-4-(5-(imidazo[1,2-b]pyridazin-3-ylcarbamoyl)-6-methoxy-2H-indazol-2-yl)cyclohexyl)(methyl)carbamate